NC[C@@H]1[C@H]([C@H]([C@@H](O1)N1C2=NC=NC(=C2N=C1)NC(C1=CC=CC=C1)=O)F)O N-[9-[(2R,3R,4R,5R)-5-(aminomethyl)-3-fluoro-4-hydroxy-tetrahydrofuran-2-yl]purin-6-yl]benzamide